ClC1=CC=C(C=C1)CC1CCN(CC1)C(=O)C=1C=CC2=C(NC(CO2)=O)C1 6-[4-[(4-chlorophenyl)methyl]piperidine-1-carbonyl]-4H-1,4-benzoxazin-3-one